[Na+].C12(CC3CC(CC(C1)C3)C2)C(=O)[O-] adamantane-1-carboxylate sodium salt